BrC(C1=C(C=C(C(=C1)C(Br)Br)C(Br)Br)C(Br)Br)Br 1,2,4,5-tetrakis(dibromomethyl)benzene